N-(2-(4-amino-6-bromo-5-(3-fluoro-4-((6-methylpyridin-2-yl)oxy)phenyl)-7H-pyrrolo[2,3-d]pyrimidin-7-yl)ethyl)-3-(benzenesulfonyl)propylamine NC=1C2=C(N=CN1)N(C(=C2C2=CC(=C(C=C2)OC2=NC(=CC=C2)C)F)Br)CCNCCCS(=O)(=O)C2=CC=CC=C2